FC(F)C=1SC=NN1 difluoromethyl-1,3,4-thiadiazol